C(C)N1C(=C(C=2N=C(NC(C21)=O)C=2C=C(C=CC2OCCC)S(=O)(=O)N2CCC(CC2)CCO[N+](=O)[O-])CCC)/C=N/O (E)-2-(1-((3-(5-Ethyl-6-((hydroxyimino)methyl)-4-oxo-7-propyl-4,5-dihydro-3H-pyrrolo[3,2-d]pyrimidin-2-yl)-4-propoxyphenyl)sulfonyl)piperidin-4-yl)ethylnitrat